N-(4-(1,3,2-dithiarsolan-2-yl)phenyl)pyrrolidine-2-carboxamide S1[As](SCC1)C1=CC=C(C=C1)NC(=O)C1NCCC1